5-[(1R)-1-(3,5-dichloro-4-pyridyl)ethoxy]-3-[3,5-difluoro-4-(2-methylsulfonyl-2,6-diazaspiro[3.3]heptan-6-yl)phenyl]-6-methoxy-1-tetrahydropyran-2-yl-indazole ClC=1C=NC=C(C1[C@@H](C)OC=1C=C2C(=NN(C2=CC1OC)C1OCCCC1)C1=CC(=C(C(=C1)F)N1CC2(CN(C2)S(=O)(=O)C)C1)F)Cl